Tert-butyl (2-((4-bromobenzo[d]oxazol-2-yl)amino)ethyl)carbamate BrC1=CC=CC2=C1N=C(O2)NCCNC(OC(C)(C)C)=O